1-(benzothien-5-yl)propan-1-one S1C=CC2=C1C=CC(=C2)C(CC)=O